N-(4-(2,4-difluorophenoxy)-3-(3,5-dimethylisoxazol-4-yl)phenyl)-4-fluorobenzenesulfonamide FC1=C(OC2=C(C=C(C=C2)NS(=O)(=O)C2=CC=C(C=C2)F)C=2C(=NOC2C)C)C=CC(=C1)F